FC=1C(=C(C=CC1F)C(=O)N1CC(C1)(C1NCCCC1)O)NC1=C(C=C(C=C1)I)F (3,4-difluoro-2-((2-fluoro-4-iodophenyl)amino)phenyl)(3-hydroxy-3-(piperidin-2-yl)azetidin-1-yl)methanone